COC(=O)[C@@H]1N(CCN(C1)C(=O)C=1NC2=CC=C(C=C2C1)OCC1=CC=CC=C1)C(C)=O (R)-1-acetyl-4-(5-(benzyloxy)-1H-indole-2-carbonyl)piperazine-2-carboxylic acid methyl ester